3-amino-6-(1-cyclopropyl-6-oxo-1,6-di-hydropyridin-3-yl)-N-(2,6-difluorobenzyl)-5-(4-fluorophenyl)pyrazine-2-carboxamide NC=1C(=NC(=C(N1)C1=CC=C(C=C1)F)C1=CN(C(C=C1)=O)C1CC1)C(=O)NCC1=C(C=CC=C1F)F